NC=1C=2N(C3=CC(=CC=C3N1)C(=O)N(CC1=NC=C(C=C1)C(F)(F)F)CC(C)C)C=NC2C 4-amino-N-isobutyl-3-methyl-N-((5-(trifluoromethyl)pyridin-2-yl)methyl)imidazo[1,5-a]quinoxaline-8-carboxamide